laevulinate CC(=O)CCC(=O)O